BrC=1C=C(C(=NC1)OCCCN1CCN(CC1)C)[N+](=O)[O-] 1-(3-((5-Bromo-3-nitropyridin-2-yl)oxy)propyl)-4-methylpiperazine